FC1=C(C=C(C=C1C)C1=C(C=C(C=C1C)F)C)[C@H](CC(=O)OCC)NC([C@H](CC(C)C)NC(=O)C1=NC(=CC=C1)N1CC(C1)(C)N(C)C)=O ethyl (3S)-3-{4,4'-difluoro-2',5,6'-trimethyl-[1,1'-biphenyl]-3-yl}-3-[(2S)-2-({6-[3-(dimethylamino)-3-methylazetidin-1-yl]pyridin-2-yl}formamido)-4-methylpentanamido]propanoate